O1CCN(CC1)C1CCC(CC1)O (1s,4s)-4-morpholinocyclohexanol